(pentamethylcyclopentadienyl)(4,7-dimethylindenyl)zirconium dibromide [Br-].[Br-].CC1=C(C(=C(C1(C)[Zr+2]C1C=CC2=C(C=CC(=C12)C)C)C)C)C